C(C)C=1C2=C(S(C1C#CC)=O)C(=CC=C2)N[C@@H]2[C@@H](CN(CC2)C)F 3-(3-ethyl-7-(((3R,4S)-3-fluoro-1-methylpiperidin-4-yl)amino)-1-oxidobenzo[b]thiophen-2-yl)prop-2-yn